(1R,3R)-N-[(3R,4R)-3-hydroxy-3-methyl-chroman-4-yl]-3-(2-imino-4,4-dimethyl-6-oxo-hexahydropyrimidin-1-yl)-1-methyl-indane-5-carboxamide O[C@]1(COC2=CC=CC=C2[C@H]1NC(=O)C=1C=C2[C@@H](C[C@H](C2=CC1)C)N1C(NC(CC1=O)(C)C)=N)C